N1CC(C1)N1CC2=C(C(=C(C=C2CC1)O)N1CC(NS1(=O)=O)=O)F 5-[2-(azetidin-3-yl)-8-fluoro-6-hydroxy-1,2,3,4-tetrahydroisoquinolin-7-yl]-1λ6,2,5-thiadiazolidine-1,1,3-trione